2,4-difluoro-3,5-dichlorobenzonitrile FC1=C(C#N)C=C(C(=C1Cl)F)Cl